FC(C(=O)O)(F)F.CC1=C(C=CC=C1C)C1CC(C1)NC 3-(2,3-Dimethylphenyl)-N-methylcyclobutan-1-amine, Trifluoroacetate Salt